N1(C=NC=C1)C1=CC=C(CN(CCC2=CC=C(C=C2)NC(=O)C2=C(C=C(C(=C2)OC)OC)NC(=O)C=2OC3=CC=CC=C3C(C2)=O)C)C=C1 N-(2-((4-(2-((4-(1H-Imidazol-1-yl)benzyl)(methyl)amino)ethyl)phenyl)carbamoyl)-4,5-dimethoxyphenyl)-4-oxo-4H-chromene-2-carboxamide